C1=CC=C(C=C1)C(=O)/C=C/C2=CC=C(C=C2)O The molecule is a member of the class of chalcones that is trans-chalcone substituted by a hydroxy group at position 4. It has a role as a plant metabolite and an antihypertensive agent. It is a member of chalcones and a member of phenols. It derives from a trans-chalcone.